FC1(OC2=C(O1)C=C(C=C2O)NC2=NC(=CC(=N2)C)NC)F 2,2-difluoro-6-[[4-methyl-6-(methylamino)pyrimidin-2-yl]amino]-1,3-benzodioxol-4-ol